((3-(7-(((3S,4R)-3-fluoro-1-isopropylpiperidin-4-yl)amino)-3-vinylpyrazolo[1,5-a]pyridin-2-yl)prop-2-yn-1-yl)amino)-3-methoxy-N-methylbenzamide F[C@H]1CN(CC[C@H]1NC1=CC=CC=2N1N=C(C2C=C)C#CCNC2=C(C(=O)NC)C=CC=C2OC)C(C)C